1-[4-(2-hydroxyethoxy)phenyl]-2-hydroxy-2-methylpropan-1-one OCCOC1=CC=C(C=C1)C(C(C)(C)O)=O